2-(6-fluoro-2-(2-methoxy-7-methylquinoxalin-5-yl)benzofuran-5-yloxy)ethanol FC1=CC2=C(C=C(O2)C2=C3N=CC(=NC3=CC(=C2)C)OC)C=C1OCCO